2-(4-(methyl(3-(4-methylpiperazin-1-yl)phenyl)amino)-3-(trifluoromethyl)phenoxy)pyrido[3,4-d]pyrimidin-4-ol CN(C1=C(C=C(OC=2N=C(C3=C(N2)C=NC=C3)O)C=C1)C(F)(F)F)C1=CC(=CC=C1)N1CCN(CC1)C